ClC1=C(C=CC(=C1)F)N(C(C)=O)C1=NC=CC(=C1)NC(CC1=C(C=C(C=C1)F)Cl)=O N-(2-chloro-4-fluorophenyl)-N-{4-[2-(2-chloro-4-fluorophenyl)acetylamino]pyridin-2-yl}acetamide